ClC(CCC)OC(C)=O.C1(CC1)C(=O)N1CCN(CC1)C(=O)C=1C=C(C=CC1F)\C=C\1/OC(C2=C1C=CC=C2)=O (Z)-3-({3-[4-(cyclopropanecarbonyl)piperazine-1-carbonyl]-4-fluorophenyl}methylidene)-2-benzofuran-1(3H)-one α-chlorobutyl-acetate